C12CC(CCC2O1)C(=O)OCC1CC2OC2CC1 7-oxabicyclo[4.1.0]hept-3-ylmethyl 7-oxabicyclo[4.1.0]heptane-3-carboxylat